CN(C(=O)C1=CC=C(C=C1)C1=CC=C(C=C1)C(C)(C)NC(=O)NC1(CCN2CCC1CC2)C)C N,N-dimethyl-4'-(2-(3-(4-methyl-1-azabicyclo[3.2.2]non-4-yl)ureido)propan-2-yl)biphenyl-4-carboxamide